CC1CCC(=CC1=O)OCCC(=C)C 6-methyl-3-((3-methylbut-3-en-1-yl)oxy)cyclohex-2-en-1-one